(2-(((4-carbamoyl-2-fluorophenyl)amino)methyl)-N-(2-chlorophenyl)-1-methyl-1H-benzo[d]imidazole-5-carboxamide) ethyl-propionate C(C)OC(CC)=O.C(N)(=O)C1=CC(=C(C=C1)NCC1=NC2=C(N1C)C=CC(=C2)C(=O)NC2=C(C=CC=C2)Cl)F